C(C)(C)(C)OC(NC=1C=NN(C1[C@H](C)OC)C=1C=NC=CC1)=O N-{5-[(1S)-1-methoxyethyl]-1-(pyridin-3-yl)-1H-pyrazol-4-yl}carbamic acid tert-butyl ester